CN1C(C2=C(C(=C1)C(=C)C1=CC=CC=C1)SC=C2)=O 5-methyl-7-(1-phenylethenyl)thieno[3,2-c]pyridin-4(5H)-one